4-(4-methoxy-3-trifluoromethylphenyl)-1(2H)-phthalazinone COC1=C(C=C(C=C1)C1=NNC(C2=CC=CC=C12)=O)C(F)(F)F